N-(1-cyanocyclopropyl)-2-methyl-4-(5-methyl-1,2,4-oxadiazol-3-yl)quinazoline-6-sulfonamide C(#N)C1(CC1)NS(=O)(=O)C=1C=C2C(=NC(=NC2=CC1)C)C1=NOC(=N1)C